COC(=O)C1=NC=CC=C1.CC=1C=CC(=[N+](C1)[O-])C(=O)OC methyl 5-methyl-1-oxido-pyridin-1-ium-2-carboxylate methylpyridine-2-carboxylate